C1NC(CC2=CC=CC=C12)C(=O)O tetrahydroisoquinoline-3-carboxylic acid